2-(3-(3,3-difluoropyrrolidin-1-yl)-1H-pyrazol-1-yl)benzonitrile FC1(CN(CC1)C1=NN(C=C1)C1=C(C#N)C=CC=C1)F